C(C1=CC=CC=C1)C=1N(C=2C(=C3CC[C@@H](NC3=CC2)C)N1)CC1CCNCC1 (7S)-2-Benzyl-7-methyl-3-[(piperidin-4-yl)methyl]-3H,6H,7H,8H,9H-imidazo[4,5-f]chinolin